FC(C1=CC=C(C=N1)CCN1N=CC(=C1)CN)(F)F (1-(2-(6-(trifluoromethyl)pyridin-3-yl)ethyl)-1H-pyrazol-4-yl)methylamine